7-hydroxytridecane-1,13-diylbis(3-heptyl decanoate) OC(CCCCCCC(C(=O)[O-])C(CCCCCCC)CCCCCCC)CCCCCCC(C(=O)[O-])C(CCCCCCC)CCCCCCC